FC=1C=CC(=NC1)S(=O)(=O)N C5-fluoropyridine-2-sulfonamide